C1(=CC=CC=C1)C#CC1=C(C=CC=C1)O 2-(2-phenyl-ethynyl)phenol